CCCCC/C=C\C/C=C\CCCCCCCCCC(=O)OC[C@H](COP(=O)(O)OC[C@H](CO)O)OC(=O)CCCC/C=C\C/C=C\C/C=C\CCCCC 1-(11Z,14Z-eicosadienoyl)-2-(6Z,9Z,12Z-octadecatrienoyl)-glycero-3-phospho-(1'-sn-glycerol)